C1(CCCC1)N1C(C=2N(C=3C=CC=CC3C2C)[C@H](C1)C(=O)NC[C@H]1N(CCC1)C(C)C)=O (R)-2-cyclopentyl-N-(((S)-1-isopropylpyrrolidin-2-yl)methyl)-10-methyl-1-oxo-1,2,3,4-tetrahydropyrazino[1,2-a]indole-4-carboxamide